FC(C(=O)O)(F)F.FC(C(=O)N(C1CC2(CNC2)C1)[C@H]1[C@@H](C1)/C(=C/C1=CC=CC=C1)/CC)(F)F 2,2,2-trifluoro-N-((1R,2S)-2-((E)-1-phenylbut-1-en-2-yl)cyclopropyl)-N-(2-azaspiro[3.3]heptan-6-yl)acetamide 2,2,2-trifluoroacetate